C(C)OC(C=CC1=CC(=C(C=C1)OC)OC)=O 3-(3',4'-dimethoxyphenyl)acrylic acid ethyl ester